3-ethoxy-4-(tetradec-1-en-4-yloxy)benzaldehyde C(C)OC=1C=C(C=O)C=CC1OC(CC=C)CCCCCCCCCC